N1-(2-(t-butyl)phenyl)benzene-1,2-diamine C(C)(C)(C)C1=C(C=CC=C1)NC=1C(=CC=CC1)N